6-{7-[(1R,2R,3S,5S)-2-fluoro-8-azabicyclo[3.2.1]octan-3-yl]-6,7-dihydro-5H-pyrrolo[2,3-c]pyridazin-3-yl}-2-methyl-1,3-benzothiazol-5-ol F[C@@H]1[C@H]2CC[C@@H](C[C@@H]1N1CCC3=C1N=NC(=C3)C3=CC1=C(N=C(S1)C)C=C3O)N2